NC=1C2=C(N=CN1)N(C(=C2C2=CC(=C(C(=C2)F)OC2=NC=CN=C2)F)C2=CC=C(C=C2)NC(C(=C)C)=O)C N-(4-(4-amino-5-(3,5-difluoro-4-(pyrazin-2-yloxy)phenyl)-7-methyl-7H-pyrrolo[2,3-d]pyrimidin-6-yl)phenyl)methacrylamide